C1(CCC2C3CCC(C12)C3)C=O octahydro-4,7-methano-1H-indene-carbaldehyde